ClC=1C=C(C=CC1F)N(C(=O)[C@@H]1CC(CN1C1=NC(=CC(=C1)C(F)(F)F)C)(C(=O)O)C)C (5S)-5-[(3-chloro-4-fluorophenyl)(methyl)carbamoyl]-3-methyl-1-[6-methyl-4-(trifluoromethyl)pyridin-2-yl]Pyrrolidine-3-carboxylic acid